(S)-2-((1-(azepan-4-yl)-1H-pyrazol-4-yl)amino)-N-(2,6-dichlorophenyl)-4-methoxypyrimidine-5-carboxamide N1CC[C@H](CCC1)N1N=CC(=C1)NC1=NC=C(C(=N1)OC)C(=O)NC1=C(C=CC=C1Cl)Cl